CC(C(=O)[O-])(C)C1=NC=NC=C1.[Na+] sodium 2-methyl-2-(pyrimidin-4-yl)propanoate